NC1=C(SC=2N=C(SC21)C)C(=O)NC2CC=1C=CC(=NC1CC2)N2CC(C(C2)C(COC)(F)F)N 6-amino-N-{2-[3-amino-4-(1,1-difluoro-2-methoxyethyl)pyrrolidin-1-yl]-5,6,7,8-tetrahydroquinolin-6-yl}-2-methylthieno[2,3-d][1,3]thiazole-5-carboxamide